FC1=C(C(=O)N[C@H]2C[C@H](CCC2)NC2=CC(=NC3=CC=C(C=C23)F)C(F)(F)F)C(=CC=C1)F 2,6-difluoro-N-[(1r,3s)-3-{[6-fluoro-2-(trifluoromethyl)quinolin-4-yl]amino}cyclohexyl]benzamide